trans-4-cyclohexene-1,2-dicarboxylic acid di-n-propyl ester C(CC)OC(=O)[C@H]1[C@@H](CC=CC1)C(=O)OCCC